C(C(=C)C)(=O)OCCCCCCOC1=CC=C(C(=O)OC2=C(C=C(C=C2)OC(C2=CC=C(C=C2)OCCCCCCOC(C(=C)C)=O)=O)C)C=C1 1,4-bis[4-(6-methacryloyloxyhexyloxy)benzoyloxy]-2-methylbenzene